FC(COC1=C(C(=O)O)C=C(C=C1)C)F 2-(2,2-difluoroethoxy)-5-methylbenzoic acid